P(=O)(O)(O)O[C@@H]1C[C@H](O)[C@H](O1)CO 2-deoxy-α-D-ribose 1-phosphate